BrC1=NN2C(N=C(C=C2NC[C@@]2(C[C@@H](CC2)O)C2=CC=NC=C2)C(F)(F)F)=C1 (1R,3S)-3-(((2-bromo-5-(trifluoromethyl)pyrazolo[1,5-a]pyrimidin-7-yl)amino)methyl)-3-(pyridin-4-yl)cyclopentan-1-ol